tris(mercaptomethylene)-bis(trichlorosilyl)-tetrabromocoronene SC=C1C2C(C(C=3C(=C(C4=C(C(=C5C(=C(C=6C=CC(=C1)C1=C2C3C4=C5C16)Br)Br)Br)Br)[Si](Cl)(Cl)Cl)[Si](Cl)(Cl)Cl)=CS)=CS